(3R)-2-(3,4-Dichlorobenzoyl)-3-methyl-9-[(1,2-oxazol-3-yl)methyl]-1,2,3,4,8,9-hexahydro-pyrido[4',3':3,4]pyrazolo[1,5-a]pyrazin-10(7H)-one ClC=1C=C(C(=O)N2CC=3C(=NN4C3C(N(CC4)CC4=NOC=C4)=O)C[C@H]2C)C=CC1Cl